C(C)OC(=O)C1=CN=C(O1)C=1CCN(CC1)C(C)=O 2-(1-acetyl-1,2,3,6-tetrahydropyridin-4-yl)oxazole-5-carboxylic acid ethyl ester